C(C)(C)(C)OC(=O)N1CC(C[C@H](C1)N1S(C(CC1)C)(=O)=O)(F)F (5R)-3,3-difluoro-5-(5-methyl-1,1-dioxo-1λ6,2-thiazolidine-2-yl)piperidine-1-carboxylic acid tert-butyl ester